2-(3-bromopropyl)-3-methyl-oxirane BrCCCC1OC1C